9-(4-(3,3-dimethyloxetan-2-yl)benzyl)-2-(2-isopropylphenyl)-7,9-dihydro-8H-purin-8-one CC1(C(OC1)C1=CC=C(CN2C3=NC(=NC=C3NC2=O)C2=C(C=CC=C2)C(C)C)C=C1)C